CC=1C(=C(C=2CC3=CC=CC=C3C2C1)C1=C(C=CC=C1)C1=C(C2=CC3=CC=CC=C3C=C2C=C1)C1=COC=2C1=CC=C1C2C=CC2=CC=CC=C21)C [(dimethylfluorenyl)phenyl](naphthobenzofuranyl)anthracene